BrC1=C(C=C(C(=O)N2CC=3N(CC2)C(N(C3C(=O)NCC3=C(C=CC=C3)N3N=CC(=C3)F)C3=CC=C(C=C3)OCC(F)(F)F)=O)C=C1)Cl 7-(4-bromo-3-chloro-benzoyl)-N-[[2-(4-fluoropyrazol-1-yl)phenyl]methyl]-3-oxo-2-[4-(2,2,2-trifluoroethoxy)phenyl]-6,8-dihydro-5H-imidazo[1,5-a]pyrazine-1-carboxamide